C(C1=CC=CC=C1)O[C@H]1[C@@H]([N+](=C[C@@H]1OCC1=CC=CC=C1)[O-])[C@@H](COCC1=CC=CC=C1)OCC1=CC=CC=C1 (2S,3S,4S)-3,4-bis(benzyloxy)-2-((S)-1,2-bis(benzyloxy)ethyl)-3,4-dihydro-2H-pyrrole-1-oxide